1-((4aS,6aR,6bR,8aR,12aR,12bR,14aR,14bS)-11-cyano-2,2,6a,6b,9,9,12a-heptamethyl-10,14-dioxo-1,2,3,4,4a,5,6,6a,6b,7,8,8a,9,10,12a,12b,13,14,14a,14b-icosahydropicen-4a-yl)-3-methylurea C(#N)C=1C(C([C@@H]2CC[C@]3([C@@]4(CC[C@]5(CCC(C[C@H]5[C@H]4C(C[C@@H]3[C@]2(C1)C)=O)(C)C)NC(=O)NC)C)C)(C)C)=O